3-amino-4-(3-methoxy-2,6-dimethyl-phenyl)-6-thiazol-2-yl-pyrimidine-2-carboxamide NN1C(N=C(C=C1C1=C(C(=CC=C1C)OC)C)C=1SC=CN1)C(=O)N